CN1N=C(C=2N=CN(C(C21)=O)CC(=O)NC2CCOCC2)NC2=CC=C(C=C2)C(F)(F)F 2-(1-methyl-7-oxo-3-((4-(trifluoromethyl)phenyl)amino)-1,7-dihydro-6H-pyrazolo[4,3-d]pyrimidin-6-yl)-N-(tetrahydro-2H-pyran-4-yl)acetamide